C(C1=CC(C(=O)[O-])=CC=C1)(=O)[O-].C(CCC)[N+](CCCC)(CCCC)CCCC.C(CCC)[N+](CCCC)(CCCC)CCCC di-tetrabutylammonium isophthalate